tetrakis(2,4-di-t-butylphenyl)[1,1-biphenyl]-4,4'-diylbisphosphonite C(C)(C)(C)C1=C(C=CC(=C1)C(C)(C)C)OP(OC1=C(C=C(C=C1)C(C)(C)C)C(C)(C)C)C1=CC=C(C=C1)C1=CC=C(C=C1)P(OC1=C(C=C(C=C1)C(C)(C)C)C(C)(C)C)OC1=C(C=C(C=C1)C(C)(C)C)C(C)(C)C